ClC1=C(C=CC(=C1)C(F)(F)F)N=S(=O)(CC=1N=C2N(C=C(C=C2)C2=NOC(=N2)C(F)(F)F)C1)C ((2-chloro-4-(trifluoromethyl)phenyl)imino)(methyl)((6-(5-(trifluoromethyl)-1,2,4-oxadiazol-3-yl)imidazo[1,2-a]pyridin-2-yl)methyl)-λ6-sulfanone